C(C)OC(=O)C1=C(N=C(S1)NC1=NC(=CC(=N1)N1CCC(CC1)O)CC1=CC=C(C=C1)S(=O)C)C 2-[4-(4-hydroxypiperidin-1-yl)-6-(4-methanesulfinyl-benzyl)-pyrimidin-2-ylamino]-4-methyl-5-thiazolecarboxylic acid ethyl ester